2-((3-(4-fluorophenyl)ureido)methylene)malonic acid diethyl ester C(C)OC(C(C(=O)OCC)=CNC(=O)NC1=CC=C(C=C1)F)=O